2-[4-[5-(2,6-dioxo-3-piperidinyl)-2-pyridinyl]piperazin-1-yl]acetic acid O=C1NC(CCC1C=1C=CC(=NC1)N1CCN(CC1)CC(=O)O)=O